(6-(2-(2-amino-3-chloropyridin-4-yl)vinyl)-3-(3-amino-3H-spiro[benzofuran-2,4'-piperidin]-1'-yl)pyrazin-2-yl)methanol NC1=NC=CC(=C1Cl)C=CC1=CN=C(C(=N1)CO)N1CCC2(CC1)OC1=C(C2N)C=CC=C1